CN1N=CC(=C1)C=1N=CC2=C(C=CC=C2C1)C1=NN(C2=C1CN(CC2)C(C)=O)C2CCN(CC2)CCC2CCNCC2 1-[3-[3-(1-methylpyrazol-4-yl)-8-isoquinolyl]-1-[1-[2-(4-piperidyl)ethyl]-4-piperidyl]-6,7-dihydro-4H-pyrazolo[4,3-c]pyridin-5-yl]ethanone